4-chloro-3-((3-methoxy-1-methyl-1H-pyrazol-4-yl)ethynyl)-5-nitropyridin-2-amine ClC1=C(C(=NC=C1[N+](=O)[O-])N)C#CC=1C(=NN(C1)C)OC